ClC1=CC=C(C(=N1)C(=O)O)N[C@H](C)C1=C2N=C(C(=NC2=CC(=C1)C)C#N)N1CC(NCC1)=O (R)-6-chloro-3-((1-(2-cyano-7-methyl-3-(3-oxopiperazin-1-yl)quinoxalin-5-yl)ethyl)amino)picolinic acid